S1C=NC2=C1C=CC(=C2)CN(C(C(=O)OC)=O)[C@@H](C)[C@@H]2OCCC2 methyl 2-((benzo[d]thiazol-5-ylmethyl)((S)-1-((R)-tetrahydrofuran-2-yl)ethyl)amino)-2-oxoacetate